OC[C@@H](CNC(OC(C)(C)C)=O)NC(OC(C)(C)C)=O (R)-di-tert-butyl (3-hydroxypropane-1,2-diyl)dicarbamate